4-(4-((5-(benzyloxy)-2-(4-(benzyloxy)phenyl)-3-methyl-1H-indol-1-yl)methyl)phenoxy)-N-methoxy-N-methylbutanamide C(C1=CC=CC=C1)OC=1C=C2C(=C(N(C2=CC1)CC1=CC=C(OCCCC(=O)N(C)OC)C=C1)C1=CC=C(C=C1)OCC1=CC=CC=C1)C